Tert-butyl-3-(5-((tert-butoxycarbonyl)(methyl)amino)-4-cyano-3-ethynyl-1H-pyrazol-1-yl)azetidine C(C)(C)(C)N1CC(C1)N1N=C(C(=C1N(C)C(=O)OC(C)(C)C)C#N)C#C